C(C)N1C2=C(N(C(C3=C(C1)N=CC(=C3)CCOC3=CCN(C1=CC=CC=C31)O)=O)C)C=CC=N2 12-ethyl-8-[2-(1-hydroxy-quinolin-4-yloxy)-ethyl]-5-methyl-11,12-dihydro-5H-1,5,10,12-tetraaza-dibenzo[a,e]cycloocten-6-one